2-[(6-bromohexyl)oxy]tetrahydro-2H-pyran BrCCCCCCOC1OCCCC1